4-bromo-2-{[(2S)-1-(1H-tetrazol-1-yl)propan-2-yl]Oxy}benzonitrile BrC1=CC(=C(C#N)C=C1)O[C@H](CN1N=NN=C1)C